C1(=C(C=CC=C1)P(C1CCCCC1)C1CCCCC1)C1=CC=CC=C1 [1,1'-biphenyl]-2-yl-di-cyclohexylphosphine